(4s)-Isobutyl-(3s)-methylpyrrolidin-2-one C(C(C)C)[C@@H]1C(N(CC1)C)=O